5-Methoxy-2'-(5-(trifluoromethyl)-1H-imidazol-2-yl)-3,4'-bipyridin COC=1C=C(C=NC1)C1=CC(=NC=C1)C=1NC(=CN1)C(F)(F)F